[C@@H]1([C@H](O)[C@H](O)[C@@H](CO)O1)N1C=NC=2C(N)=NC=NC12 trans-adenosine